CC(CCO)(CCO)C1=CC=C(C=C1)[N+](=O)[O-] 3-methyl-3-(4-nitrophenyl)pentane-1,5-diol